N-Boc-O-tosyl-hydroxylamine 2,4-bis(1,1-dimethylpropyl)phenoxyacetate CC(CC)(C)C1=C(OCC(=O)O)C=CC(=C1)C(CC)(C)C.C(=O)(OC(C)(C)C)NOS(=O)(=O)C1=CC=C(C)C=C1